NC1=NC=CC=2N1C(=NC2C2CN(CCC2)CC#CC)C2=CC=C(C(=O)NC1=NC=CC=C1)C=C2 4-(5-amino-1-(1-(but-2-ynyl)piperidin-3-yl)imidazo[1,5-c]Pyrimidin-3-yl)-N-(pyridin-2-yl)benzamide